aminomuconate N/C(/C(=O)[O-])=C\C=C\C(=O)[O-]